C(CCCCCCCCCCC)C(C(=O)O)CSCCC(=O)O.S(CCC(=O)O)CCC(=O)O thiodipropionic acid (lauryl thiodipropionate)